C1=NNC=2C1=C1C=3CCCCC3C(=NC1=CC2)C2=CN=C(S2)N 5-(8,9,10,11-tetrahydro-3H-pyrazolo[4,3-a]phenanthridin-7-yl)thiazol-2-amine